FC(S(=O)(=O)OS(=O)(=O)C(F)(F)F)(F)F trifluoromethanesulfonic acid-anhydride